C(C)OC(=O)N(C(C(=O)OCC)C(CC)C)CCC ethyl 2-((ethoxycarbonyl) (propyl) amino)-3-methylpentanoate